7-Fluoro-2,2-dimethyl-2,3-dihydrobenzofuran-6-carboxylic acid methyl ester COC(=O)C1=C(C2=C(CC(O2)(C)C)C=C1)F